ClC=1C=C(C=CC1)C(C(C(=O)O)(C(=O)O)O)SC\C=C\C(=O)OCC.BrCC1=C(C=CC=C1)CBr [e]-1,2-bis(bromomethyl)benzene (E)-2-((3-chlorophenyl)((4-ethoxy-4-oxobut-2-en-1-yl)thio)methyl)-2-hydroxymalonate